8-chloro-1,7-naphthyridin-3-carbaldehyde ClC=1N=CC=C2C=C(C=NC12)C=O